[Si](C)(C)(C(C)(C)C)OC1=CC(=C(C=C1)N=C(N)C1=C(C=2N(N=C1)C=CC2)NC2C(CCCC2)C)CC N'-(4-(tert-butyl(dimethyl)silyl)oxy-2-ethyl-phenyl)-4-((2-methylcyclohexyl)amino)-pyrrolo[1,2-b]pyridazine-3-carboxamidine